C(CCCCCCCCCCCCCCCCC)(=O)OCC=1C(=CC=CC1)COC(CCCCCCCCCCCCCCCCC)=O benzenedimethanol distearate